CS(=O)CC(=O)O 2-METHANESULFINYLACETIC ACID